2-(methoxymethyl)quinoline-6-carbaldehyde COCC1=NC2=CC=C(C=C2C=C1)C=O